3,5-di-tert-butyldiphenylsilyloxy-1-ethoxybenzene [Si](C1=CC=CC=C1)(C1=CC=CC=C1)(C(C)(C)C)OC=1C=C(C=C(C1)O[Si](C1=CC=CC=C1)(C1=CC=CC=C1)C(C)(C)C)OCC